OC[C@@H](CC(C)C)NC1=NC(=NC(=N1)CC(C)C1=CC(=CC=C1)CN1OCCC1=O)NS(=O)(=O)C N-(4-(((R)-1-Hydroxy-4-methylpentan-2-yl)amino)-6-(2-(3-((3-oxoisoxazolidin-2-yl)methyl)phenyl)propyl)-1,3,5-triazin-2-yl)methanesulfonamide